5-chlorothiazolo[5,4-d]pyrimidin-7-amine ClC=1N=C(C2=C(N1)SC=N2)N